1,3,5-tris(3,5-di-tert.-butyl-4-hydroxybenzyl)-1,3,5-triazin-2,4,6(1H,3H,5H)-trion C(C)(C)(C)C=1C=C(CN2C(N(C(N(C2=O)CC2=CC(=C(C(=C2)C(C)(C)C)O)C(C)(C)C)=O)CC2=CC(=C(C(=C2)C(C)(C)C)O)C(C)(C)C)=O)C=C(C1O)C(C)(C)C